C(C1=CC=CC=C1)N(C1=CC=CC=C1)CC1=CC=CC=C1 di-benzyl-aniline